2-(2-methoxypropan-2-yl)pyrimidin-4-ol COC(C)(C)C1=NC=CC(=N1)O